7-(4-ethylpiperazin-1-yl)-2-(2-methyl-1H-benzimidazol-6-yl)-4H-pyrido[1,2-a]pyrimidin C(C)N1CCN(CC1)C=1C=CC=2N(CC=C(N2)C=2C=CC3=C(NC(=N3)C)C2)C1